CC1=C(C2=C(S1)CCC2)NC(N)=O 3-{2-methyl-4H,5H,6H-cyclopenta[b]thiophen-3-yl}urea